(E)-8-tetradecenylacetate C(CCCCCC\C=C\CCCCC)CC(=O)[O-]